ONC(C1=CC(=C(C=C1)C)OC)=O N-hydroxy-3-methoxy-4-methylbenzamide